C1(=CC=CC=C1)NC1CCC=2NC3=CC=CC=C3C2C1 N-phenyl-2,3,4,9-tetrahydro-1H-carbazol-3-amine